[I-].CC1(C=[N+](C2=CC=CC=C12)CCC)C 3,3-dimethyl-1-propylindolium iodide